4-cyano-4-[(dodecyl-sulfinyl)thiocarbonyl]pentanoic acid C(#N)C(CCC(=O)O)(C)C(=S)S(=O)CCCCCCCCCCCC